3-{[1-(1,3-Oxazol-2-yl)ethyl]oxy}-5-(4,4,5,5-tetramethyl-1,3,2-dioxaborolan-2-yl)pyridin-2-amine O1C(=NC=C1)C(C)OC=1C(=NC=C(C1)B1OC(C(O1)(C)C)(C)C)N